tert-Butyl (3R)-3-({5-[4-methoxy-2-(trifluoromethyl)phenyl]-1-trityl-1H-indazol-3-yl}carbamoyl)piperidine-1-carboxylate COC1=CC(=C(C=C1)C=1C=C2C(=NN(C2=CC1)C(C1=CC=CC=C1)(C1=CC=CC=C1)C1=CC=CC=C1)NC(=O)[C@H]1CN(CCC1)C(=O)OC(C)(C)C)C(F)(F)F